C(CC(C)C)(=O)OCCCC(C)C isohexyl isovalerate